FC(C1=CC=CC(=N1)NC(=O)C=1C(=CC=2N(C1)C=C(N2)C2CCN(CC2)CC(=C2CCN(CC2)C2=CC=C(C=C2)[N+](=O)[O-])F)OC(C)C)F N-(6-(difluoromethyl)pyridin-2-yl)-2-(1-(2-fluoro-2-(1-(4-nitrophenyl)piperidin-4-ylidene)ethyl)piperidin-4-yl)-7-isopropoxyimidazo[1,2-a]pyridine-6-carboxamide